C1(CC1)CCOC=1C=CC=C2C=CC(=NC12)N 8-(2-Cyclopropyl-ethoxy)-quinolin-2-ylamine